tert-butyl 3-fluoro-4-(4-nitro-2-(trifluoromethyl)phenoxy)piperidine-1-carboxylate FC1CN(CCC1OC1=C(C=C(C=C1)[N+](=O)[O-])C(F)(F)F)C(=O)OC(C)(C)C